methyl (R)-2-(5-(1-((tert-butoxycarbonyl)amino)ethyl) thiophen-3-yl)ethanimidothioate C(C)(C)(C)OC(=O)N[C@H](C)C1=CC(=CS1)CC(=N)SC